C(C)(C)C1=NNC(C2=C1N=C(S2)NC(C)=O)=O N-(4-isopropyl-7-oxo-6,7-dihydrothiazolo[4,5-d]pyridazin-2-yl)acetamide